NCCCCSCCOC1=C(C=CC=C1)C=1C(=CC=CC1)O 2'-(2-((4-aminobutyl)thio)ethoxy)-[1,1'-biphenyl]-2-ol